(1-(pent-4-en-1-yl)-1H-pyrrol-2-yl)(4-benzyloxyphenyl)methanone C(CCC=C)N1C(=CC=C1)C(=O)C1=CC=C(C=C1)OCC1=CC=CC=C1